C1(CCCC1)OC=1C=C(C=CC1)C=1C=C2CCC(OC2=CC1)CCC(=O)O 3-[6-[3-(cyclopentyloxy)phenyl]chroman-2-yl]propanoic acid